[Ge]=O germanous oxide